diisopropylethylethanolamine C(C)(C)N(CC(O)CC)C(C)C